N-(7-methoxy-4-phenyl-1H-1,3-benzodiazol-2-yl)-1-(2-methoxyethyl)-1H-pyrazole-4-carboxamide COC1=CC=C(C2=C1NC(=N2)NC(=O)C=2C=NN(C2)CCOC)C2=CC=CC=C2